C1(=CC=CC=C1)N(C=1C=CC=2N(C3=CC=CC=C3C2C1)C1=CC=CC=C1)C1=CC=C(C=C1)C1=CC=C(C=C1)C=1C2=CC=CC=C2C(=C2C=CC=CC12)C1=CC=CC=C1 N,9-diphenyl-N-{4-[4-(10-phenyl-9-anthracenyl)phenyl]phenyl}-9H-carbazole-3-amine